FC1=C(C=C(C=C1F)F)NN 2,3,5-trifluorophenylhydrazine